4-[1-methyl-2-[[(R)-phenyl-[(3S)-1,2,3,4-tetrahydropyrido[2,3-b]pyrazin-3-yl]methyl]amino]ethyl]benzonitrile CC(CN[C@@H]([C@@H]1CNC2=C(N1)N=CC=C2)C2=CC=CC=C2)C2=CC=C(C#N)C=C2